tert-butyl (R)-4-(1-(3-cyano-6-(4-(1,4-dimethyl-1H-pyrazol-5-yl)piperidin-1-yl)-2-(trifluoromethyl)pyridin-4-yl)azetidin-3-yl)-3-(hydroxymethyl)piperazine-1-carboxylate C(#N)C=1C(=NC(=CC1N1CC(C1)N1[C@H](CN(CC1)C(=O)OC(C)(C)C)CO)N1CCC(CC1)C1=C(C=NN1C)C)C(F)(F)F